FC1=C(C=C(C(=C1O)F)F)C1=NOC(=N1)C(=O)OC methyl 3-(2,4,5-trifluoro-3-hydroxyphenyl)-1,2,4-oxadiazole-5-carboxylate